tert-butyl 2,2,4-trimethylpiperazine-1-carboxylate CC1(N(CCN(C1)C)C(=O)OC(C)(C)C)C